[N+](=O)([O-])CC(C=1SC=CC1)C1=C(NC2=CC(=CC=C12)S(=O)(=O)F)C1=CC=CC=C1 3-(2-nitro-1-(thiophen-2-yl)ethyl)-2-phenyl-1H-indole-6-sulfonyl fluoride